4-bromo-2-((4-fluorobenzyl)oxy)-1-nitrobenzene BrC1=CC(=C(C=C1)[N+](=O)[O-])OCC1=CC=C(C=C1)F